NC1=C2N=CN(C2=NC(=N1)Cl)C(CCO)CCCCCCCCCC 3-(6-Amino-2-chloro-9H-purin-9-yl)tridecan-1-ol